heptadecan-9-yl 8-((6-acetamido-2-Hydroxyhexyl)(6-oxo-6-(undecyloxy)hexyl)amino)octanoate C(C)(=O)NCCCCC(CN(CCCCCCCC(=O)OC(CCCCCCCC)CCCCCCCC)CCCCCC(OCCCCCCCCCCC)=O)O